tert-Butyl (1R,3r,5S)-3-(4-bromo-1H-pyrazol-1-yl)-8-azabicyclo[3.2.1]octane-8-carboxylate BrC=1C=NN(C1)C1C[C@H]2CC[C@@H](C1)N2C(=O)OC(C)(C)C